N1=CC=C(C=C1)C1=CC=C(C=C1)N(C1=CC=C(C=C1)C1=CC=NC=C1)C1=CC=C(C=C1)C1=CC=NC=C1 tris(4-(4-pyridyl)phenyl)amine